tert-butyl 3,3-difluoro-4-(trifluoromethylsulfonyloxy)-2,6-dihydropyridine-1-carboxylate FC1(CN(CC=C1OS(=O)(=O)C(F)(F)F)C(=O)OC(C)(C)C)F